COC1(CC=C(C(C2=CC=CC=C2)(C2=CC=CC=C2)OOC[C@@H]2[C@H]([C@H]([C@@H](O2)N2C=NC=3C(=O)NC(NC(C(C)C)=O)=NC23)OC)O)C=C1)OC 5'-O-(4,4-dimethoxytrityloxy)-2'-O-methyl-N2-isobutyrylguanosine